NC1=CC(=C2C(=N1)C=C(S2)C2=CC=CC=C2)NCCCO 3-((5-amino-2-phenylthieno[3,2-b]pyridin-7-yl)amino)-1-propanol